N'-acetyl-5-chloro-1-(3-fluoro-4-methylbenzyl)-2-oxo-2,3-dihydro-1H-benzo[b]azepine-4-carbohydrazide C(C)(=O)NNC(=O)C1=C(C2=C(N(C(C1)=O)CC1=CC(=C(C=C1)C)F)C=CC=C2)Cl